(S)-5-ethyl-4-(6-(2-methyl-1H-pyrrolo[3,2-b]pyridin-5-yl)-4-((methylsulfonyl)methyl)pyridin-2-yl)morpholin-3-one C(C)[C@H]1COCC(N1C1=NC(=CC(=C1)CS(=O)(=O)C)C1=CC=C2C(=N1)C=C(N2)C)=O